BrC=1C=C(C(=C(C1)C(CCCCC(=O)OC)(OC)OC)F)F methyl 6-(5-bromo-2,3-difluorophenyl)-6,6-dimethoxyhexanoate